(1-((6-methoxy-5-(trifluoromethyl)pyridin-3-yl)methyl)-1H-pyrazol-4-yl)methylamine hydrochloride Cl.COC1=C(C=C(C=N1)CN1N=CC(=C1)CN)C(F)(F)F